N-(4-cyano-2-fluorophenyl)-1,8-dihydropyrrolo[3,2-g]indole-3-sulfonamide C(#N)C1=CC(=C(C=C1)NS(=O)(=O)C1=CNC2=C1C=CC=1C=CNC21)F